C(CCC(=O)O)(=O)O.FC1=C(C=CC(=C1)F)S(=O)(=O)NC=1C(=NC=C(C1)C=1C=C2C(=NC=NC2=CC1)N1CCN(CC1)C(\C=C\C(C)=O)=O)OC (E)-2,4-difluoro-N-(2-methoxy-5-(4-(4-(4-oxopent-2-enoyl)piperazine-1-yl)quinazolin-6-yl)pyridin-3-yl)benzenesulfonamide succinate